O=C1C=2N(CCC1C(=O)OCC)N=C(C2)C(=O)OCC diethyl 4-oxo-6,7-dihydro-5H-pyrazolo[1,5-a]pyridine-2,5-dicarboxylate